3-(3-Chloro-5-((2-chlorobenzyl)oxy)phenyl)-5-(2,4-dimethoxypyrimidin-5-yl)-2H-[1,3'-bipyridin]-2-one ClC=1C=C(C=C(C1)OCC1=C(C=CC=C1)Cl)C=1C(N(C=C(C1)C=1C(=NC(=NC1)OC)OC)C=1C=NC=CC1)=O